O=C1NC(CCC1N1C(N(C2=C1C=CC(=C2)CN2CC(NCC2)C(=O)O)C)=O)=O 4-[[1-(2,6-Dioxo-3-piperidyl)-3-methyl-2-oxo-benzimidazol-5-yl]methyl]piperazine-2-carboxylic acid